COC1=C(C=CC=C1)N1N=CC(=C1)\C=C/1\C(NC(S1)=O)=O (5Z)-5-[[1-(2-methoxyphenyl)pyrazol-4-yl]methylene]thiazolidine-2,4-dione